C1CCN2CCCC12COC=1N=C(C2=C(N1)CNCC2)N2C[C@@](CCC2)(O)C (R)-1-(2-((hexahydro-1H-pyrrolizin-7a-yl)methoxy)-5,6,7,8-tetrahydropyrido[3,4-d]pyrimidin-4-yl)-3-methylpiperidin-3-ol